N1C(=CC2=CC=CC=C12)C(=O)N1CC=2N(CC1)N=CC2C(=O)NC2(CC2)C2=CC=NC=C2 5-(1H-indole-2-carbonyl)-N-[1-(pyridin-4-yl)cyclopropyl]-4H,5H,6H,7H-pyrazolo[1,5-a]pyrazine-3-carboxamide